C(C=C)P(O)(=O)C1=CC=CC=C1 allyl-phenyl-phosphinic acid